C(C)(C)(C)OC(=O)N1[C@H](CN([C@@H](C1)C)C(C)C1=CC(=C(C=C1)Br)F)C (2S,5R)-4-(1-(4-bromo-3-fluorophenyl)ethyl)-2,5-dimethylpiperazine-1-carboxylic acid tert-butyl ester